tricyclo[4.2.2.02,5]dec-7-ene-3,4,9,10-tetracarboxylic acid C12C3C(C(C3C(C=C1)C(C2C(=O)O)C(=O)O)C(=O)O)C(=O)O